(1S,2S)-2-((2-methyl-6-(3-methyl-4-((((R)-1-(thiazol-2-yl)ethoxy)carbonyl)amino)isoxazol-5-yl)pyridin-3-yl)carbamoyl)cyclohexane-1-carboxylic acid CC1=NC(=CC=C1NC(=O)[C@@H]1[C@H](CCCC1)C(=O)O)C1=C(C(=NO1)C)NC(=O)O[C@H](C)C=1SC=CN1